BrC1=C(C(=O)NC2=C(C=CC=C2)NC2=CC(OC3=CC=C(C=C23)[N+](=O)[O-])=O)C=CC=C1 2-bromo-N-((6-nitro-2-oxo-2H-chromen-4-ylamino)phenyl)benzamide